FC1=CC=C(C=C1)C=1N=C2N(C=CC=C2)C1CC1(CCCC1)C(=O)N1CCNCC1 [2-(4-fluorophenyl)imidazo[1,2-a]pyridin-3-yl]methyl-[piperazin-1-yl](cyclopentyl)methanone